C(C)C1=CC=CC2=C(C3=C(C=CC=C3C(=C12)OC(=O)OC(C)C)CC)OC(=O)OC(C)C 1,5-diethyl-9,10-bis(isopropoxycarbonyloxy)anthracene